C(C)(C)(C)OC(=O)N1CCC2(CC(CO2)=O)CC1.Cl.O1CC(CC12CCNCC2)=O 1-oxa-8-azaspiro[4.5]decan-3-one hydrochloride tert-Butyl-3-oxo-1-oxa-8-azaspiro[4.5]decane-8-carboxylate